[N+](=O)([O-])C(C)(C)[C@H]1CCC=CC1=O |r| (+-)-6-(2-nitro-2-propyl)-2-cyclohexen-1-one